methyl 3-bromo-5-(1,1-diisocyano-3-methylbut-1-en-2-yl)benzoate BrC=1C=C(C(=O)OC)C=C(C1)C(=C([N+]#[C-])[N+]#[C-])C(C)C